C(=CCCCCCCCCCCCCCCC)NCCN1C=NCC1 heptadecenylaminoethyl-imidazoline